N,N-bis(2-hydroxyethyl)lauramide OCCN(C(CCCCCCCCCCC)=O)CCO